(E)-2,4-dimethyl-1-(prop-1-en-1-yl)benzene potassium 2-methylpropan-2-olate CC(C)(C)[O-].[K+].CC1=C(C=CC(=C1)C)\C=C\C